C1=NN=CC2=C(C=CC=C12)B(O)O phthalazin-5-ylboronic acid